4-(bromomethyl)-7-chlorobenzo[d]thiazole BrCC1=CC=C(C2=C1N=CS2)Cl